C(C)(C)(C)OC(=O)N1CCC2(CC(C2)N2C(CN(CC2)CC2=CC=3CCCCC3C=C2)C2=C(C=CC=C2)C(C)C)CC1.C(=O)(O)C(C(C(OC1=CC=CC=C1)(OC1=CC=CC=C1)C(=O)O)=O)(CCC)C(=O)O carboxydicarboxyphenoxyphenoxyhexanone tert-butyl-2-(2-(2-isopropylphenyl)-4-((5,6,7,8-tetrahydronaphthalen-2-yl)methyl)piperazin-1-yl)-7-azaspiro[3.5]nonane-7-carboxylate